OOC1=C(C(C(=O)O)=C(C(=C1O)O)O)C(=O)O hydroxytetrahydroxyphthalic acid